CC1=NC(=C(C(=O)OCC)C=C1C(F)(F)F)N1CCC2(CC2)CC1 ethyl 6-methyl-2-(6-azaspiro[2.5]octan-6-yl)-5-(trifluoromethyl)nicotinate